C(C=C)OC1=C(C=C(C=C1C(C)(C)C)C)Br 2-(allyloxy)-1-bromo-3-(tert-butyl)-5-methylbenzene